FC1=C(OC[C@@H](/C=C/[C@H]2[C@@H](C[C@H]3OCC(CC[C@@H]32)CCCC(=O)OC(C)C)O)O)C=C(C=C1)F 2-propanyl 4-{(5aR,6R,7R,8aR)-6-[(1E,3R)-4-(2,5-difluorophenoxy)-3-hydroxy-1-buten-1-yl]-7-hydroxyoctahydro-2H-cyclopenta[b]oxepin-3-yl}butanoate